1-methyl-N-(5-(2-((3aR,5r,6aS)-2-(2,2,2-trifluoroethyl)octa-hydrocyclopenta[c]pyrrol-5-yl)ethoxy)-1H-indol-3-yl)-1H-imidazole-2-carboxamide CN1C(=NC=C1)C(=O)NC1=CNC2=CC=C(C=C12)OCCC1C[C@@H]2[C@@H](CN(C2)CC(F)(F)F)C1